ClC1=CC=C(C=N1)N1N=C(C(=C1)CNC=1C=NC=C(C1)OC)C(=O)O 1-(6-chloropyridin-3-yl)-4-[(5-methoxypyridin-3-yl)amino]methyl-1H-pyrazole-3-carboxylic acid